N1(CCCCC1)CN1CCNCC1 1-(piperidin-1-ylmethyl)piperazine